O1C(C1)CC1C(C2=CC=CC=C2C1=O)=O 2-(oxiran-2-ylmethyl)-1H-indene-1,3(2H)-dione